CN(/C(=N/[N+](=O)[O-])/N)N=O N-methyl-N-nitro-N-nitrosoguanidine